C(C1=CC=CC=C1)NC(=O)C=1C=C(C2=C(N=C(O2)N2CC3CCC(C2)N3C(=O)OC(C)(C)C)C1)C=1SC=CN1 tert-Butyl 3-(5-(benzylcarbamoyl)-7-(thiazol-2-yl)benzo[d]oxazol-2-yl)-3,8-diazabicyclo[3.2.1]octane-8-carboxylate